2-(Pent-4-en-1-yl)nonanoic acid C(CCC=C)C(C(=O)O)CCCCCCC